4-cyano-4-[(dodecylsulfanylthiocarbonyl)sulfanyl]pentanoic acid C(#N)C(CCC(=O)O)(C)SC(=S)SCCCCCCCCCCCC